C[Si](OC=CC(O)(C)C)(C)C trimethylsiloxyvinyldimethyl-methanol